Pyrido-[3,4-d]pyridazinamine C1(=C2C(=CN=N1)C=NC=C2)N